C(C)OC1=CN=CC(=N1)B(O)O 6-ethoxypyrazin-2-ylboronic acid